1-(2-(3,8-diazabicyclo[3.2.1]octan-8-yl)-7,7-dimethyl-6,7-dihydrothiazolo[5,4-c]pyridin-5(4H)-yl)-2-(4,4-difluorocyclohexyl)ethan-1-one C12CNCC(CC1)N2C=2SC=1CN(CC(C1N2)(C)C)C(CC2CCC(CC2)(F)F)=O